C(C)(=O)OC1=C(C(=CC=C1)NC(C)=O)C1=CC=CC=C1 6-acetamido-[1,1'-biphenyl]-2-yl acetate